COC=1C=CC=C(C1)C1=NNC=C1 5-methoxy-phenyl-pyrazole